4-chlorobenzyl (4-(1-(1,3,4-trimethyl-1H-pyrazole-5-carboxamido)ethyl)phenyl)carbamate CN1N=C(C(=C1C(=O)NC(C)C1=CC=C(C=C1)NC(OCC1=CC=C(C=C1)Cl)=O)C)C